tert-butyl 4-(7-(4-methylpiperazin-1-yl)-3-oxopyrido[2,3-b]pyrazin-4(3H)-yl)piperidine-1-carboxylate CN1CCN(CC1)C1=CC2=C(N(C(C=N2)=O)C2CCN(CC2)C(=O)OC(C)(C)C)N=C1